C[C@@H]1N(C[C@@H](C1)OS(=O)(=O)C)C(=O)OC(C)(C)C tert-butyl (2S,4R)-2-methyl-4-methylsulfonyloxy-pyrrolidine-1-carboxylate